3,7-Dimethyloct-1,6-dien-3-yl acetate C(C)(=O)OC(C=C)(CCC=C(C)C)C